7-(8-chloronaphthalen-1-yl)-4-((S)-3-(cyanomethyl)-4-(2-fluoroacryloyl)piperazin-1-yl)-2-(((S)-1-methylpyrrolidin-2-yl)methoxy)-5,6,7,8-tetrahydro-1,7-naphthyridine ClC=1C=CC=C2C=CC=C(C12)N1CCC=2C(=CC(=NC2C1)OC[C@H]1N(CCC1)C)N1C[C@@H](N(CC1)C(C(=C)F)=O)CC#N